6-(bromomethyl)-5-chloro-2,2-difluoro-1,3-benzoxathiole BrCC1=CC2=C(SC(O2)(F)F)C=C1Cl